N-[(9H-fluoren-9-ylmethoxy)carbonyl]-L-aspartic acid C1=CC=CC=2C3=CC=CC=C3C(C12)COC(=O)N[C@@H](CC(=O)O)C(=O)O